BrC=1C=C(N(CC2=CC=C(C=C2)OC)CC2=CC=C(C=C2)OC)C=C(C1C(F)(F)F)C 3-bromo-N,N-bis[(4-methoxyphenyl)methyl]-5-methyl-4-(trifluoromethyl)aniline